Ethyl 5-(thiazol-5-yl)-1H-pyrazolo[3,4-c]pyridine-7-carboxylate S1C=NC=C1C=1C=C2C(=C(N1)C(=O)OCC)NN=C2